tert-Butyl 4-(2-amino-4-methoxyphenylamino)phenylcarbamate NC1=C(C=CC(=C1)OC)NC1=CC=C(C=C1)NC(OC(C)(C)C)=O